(2S,4r)-1-((S)-2-azido-3-methylbutyryl)-4-hydroxy-N-methylpyrrolidine-2-carboxamide N(=[N+]=[N-])[C@H](C(=O)N1[C@@H](C[C@H](C1)O)C(=O)NC)C(C)C